NC1=C2N=CN(C2=NC(=N1)F)[C@H]1C[C@@H]([C@](O1)(C#C)CO[Si](C1=CC=CC=C1)(C1=CC=CC=C1)C(C)(C)C)N(CC(=O)[O-])C(=O)OC(C)(C)C (2R,3S,5R)-5-(6-amino-2-fluoro-9H-purin-9-yl)-2-(((tert-butyldiphenylsilyl)oxy)methyl)-2-ethynyltetrahydrofuran-3-yl(tert-butoxycarbonyl)glycinate